CN([C@@H](CC(C)C)C(=O)N1C([C@]2(C[C@H]1C(=O)N)C(NC1=CC=CC=C12)=O)([2H])[2H])C(=O)C=1NC2=C(C(=C(C(=C2C1[2H])F)[2H])F)F (3R,5'S)-1'-(N-methyl-N-(4,6,7-triFluoro-1H-indole-2-carbonyl-3,5-d2)-L-leucyl)-2-oxospiro[indoline-3,3'-pyrrolidine]-2',2'-d2-5'-carboxamide